C1(CCC1)C[C@H](C(=O)N1CC2(CCCC2)[C@](CC1)(O)CN1C=C(C(=CC1=O)C1=CC=CC=C1)C(=O)N(C)C)C 1-(((S)-7-((R)-3-cyclobutyl-2-methylpropanoyl)-10-hydroxy-7-azaspiro[4.5]decan-10-yl)methyl)-N,N-dimethyl-6-oxo-4-phenyl-1,6-dihydropyridine-3-carboxamide